2-methyl-2H-tetrazol CN1N=CN=N1